C(C)(C)(C)OC(=O)N[C@@H](C(=O)OC)CC1=C(C=CC=C1)OCC1CC1 methyl (2R)-2-(tert-butoxycarbonylamino)-3-[2-(cyclopropylmethoxy)phenyl]propanoate